1-ethyl-4-[(2-phenylthiazol-4-yl)methyl]piperazine C(C)N1CCN(CC1)CC=1N=C(SC1)C1=CC=CC=C1